5-[1-(5-amino-2-pyridyl)-3-(trifluoromethyl)pyrazol-4-yl]-N-[3-chloro-4-[[1-(piperidine-4-carbonyl)-4-piperidyl]methylcarbamoyl]phenyl]-1-methyl-imidazole-2-carboxamide NC=1C=CC(=NC1)N1N=C(C(=C1)C1=CN=C(N1C)C(=O)NC1=CC(=C(C=C1)C(NCC1CCN(CC1)C(=O)C1CCNCC1)=O)Cl)C(F)(F)F